FC1(CN(C[C@@H]1OC1=NC=CC(=C1)C1(CC1)C(F)(F)F)C1=CC(=NC(=N1)C)C=1C(=NC(=NC1)OC)OC)F (S)-6-(3,3-difluoro-4-((4-(1-(trifluoromethyl)cyclopropyl)pyridin-2-yl)oxy)pyrrolidin-1-yl)-2',4'-dimethoxy-2-methyl-4,5'-bipyrimidine